FC1=CC=C(C=C1)S(=O)(=O)ON1C(=O)C2C3C=CC(C2C1=O)C3 N-(4-fluorophenylsulfonyloxy)bicyclo[2.2.1]hept-5-ene-2,3-dicarboximide